(R)-(1-isopropyl-3-methyl-azetidin-3-yl)-(5-pyrrolidin-1-yl-pyridin-3-yl)-(4-trifluoromethoxy-phenyl)-methanol C(C)(C)N1CC(C1)(C)[C@](O)(C1=CC=C(C=C1)OC(F)(F)F)C=1C=NC=C(C1)N1CCCC1